Cl.NCCN1C(C=2N(C3=CC=CC=C13)C=CC2)=O 5-(2-Aminoethyl)pyrrolo[1,2-a]quinoxalin-4-one Hydrochloride